N1=C(C=CC=C1)SSC1=NC=CC=C1 2,2'-dithiodipyridine